C(C)(=O)O[C@H]1[C@@H](O[C@@H]([C@H]([C@@H]1OC(C)=O)OC(C)=O)SC)C1=CC(=C(C=C1)C)CC1=CC=C(C=C1)CCCC(=O)OC (2S,3S,4R,5S,6R)-2-(3-(4-(4-Methoxy-4-oxobutyl)benzyl)-4-methylphenyl)-6-(methylthio)tetrahydro-2H-pyran-3,4,5-triyl triacetate